[Na+].[Na+].CC(CCCC(C)C)N(S(=O)(=O)[O-])S(=O)(=O)[O-] N-(1,5-dimethylhexyl)imidodisulfuric acid disodium salt